ClC1=C(C=CC(=C1)F)C=1CCSC2=C(C1C1=CC=C(C=C1)O[C@@H]1CN(CC1)CCCF)C=CC(=C2)O 4-(2-Chloro-4-fluorophenyl)-5-[4-[(3S)-1-(3-fluoropropyl)pyrrolidin-3-yl]oxyphenyl]-2,3-dihydro-1-benzothiepin-8-ol